2,3,5,6-tetra-t-butyl-hydroquinone C(C)(C)(C)C1=C(O)C(=C(C(=C1C(C)(C)C)O)C(C)(C)C)C(C)(C)C